N(=[N+]=[N-])CC=1C=NC2=C(C=C(C=C2C1)Cl)N1CCN(CC1)C 3-(azidomethyl)-6-chloro-8-(4-methylpiperazin-1-yl)quinoline